C(C1=CC=CC=C1)OC(=O)N[C@H](C(=O)O)CC1CCCC1 (2S)-2-(benzyloxycarbonylamino)-3-cyclopentyl-propionic acid